C=CCCC=CC 1,5-heptadi-ene